tert-butyl (S)-5-methoxy-3,4-dihydro-2H-pyrrole-2-carboxylate COC=1CC[C@H](N1)C(=O)OC(C)(C)C